BrC1=CC2=NC(=C3C(=C2S1)N=C(N3C(=O)OC(C)(C)C)CCCC)NC(C)(C)C tert-butyl 7-bromo-2-butyl-4-(tert-butylamino)-3H-imidazo[4,5-d]thieno[3,2-b]pyridine-3-carboxylate